C(=O)(O)C1=C(C=C(C(=C1)C=C)C(=O)O)C=C 1,4-dicarboxyl-2,5-divinylbenzene